C1(=CC=CC=C1)N(C1=CC=CC=C1)C=1C=C(C=CC1)B(O)O 3-(N,N-diphenylamino)phenylboronic acid